5-methyl-2-[4-methyl-6-[rac-(3aS,7aR)-6-methyl-3,3a,4,5,7,7a-hexahydro-2H-pyrrolo[2,3-c]pyridin-1-yl]pyridazin-3-yl]phenol CC=1C=CC(=C(C1)O)C=1N=NC(=CC1C)N1CC[C@H]2[C@@H]1CN(CC2)C |r|